C1(CC1)N1CCOC=2C1=CC=1C(=CC=NC1C2)OC2=C(C=C(C=C2F)[N+](=O)[O-])F 1-cyclopropyl-9-(2,6-difluoro-4-nitrophenoxy)-2,3-dihydro-1H-[1,4]oxazino[3,2-g]quinoline